(4-fluoro-1-(6-(1-methyl-1H-pyrazol-4-yl)pyrazolo[1,5-a]pyrazin-4-yl)piperidin-4-yl)methylamine dihydrochloride Cl.Cl.FC1(CCN(CC1)C=1C=2N(C=C(N1)C=1C=NN(C1)C)N=CC2)CN